2-ethyl-8-fluoroimidazo[1,2-a]pyridin-6-amine C(C)C=1N=C2N(C=C(C=C2F)N)C1